C(CCC)(=O)OCOC1=C(C(=NC2=CC(=C(C=C12)Cl)OC)C)C1=CC=C(C=C1)OC1=CC=C(C=C1)OC(F)(F)F (6-chloro-7-methoxy-2-methyl-3-(4-(4-(trifluoromethoxy)phenoxy) phenyl)quinolin-4-yloxy)methyl butyrate